1-(5-bromopyrimidin-2-yl)cyclobutylamine hydrochloride Cl.BrC=1C=NC(=NC1)C1(CCC1)N